CC([C@@H](C(=O)OCC1=CC=CC=C1)N1C([C@@H](CC1)NC(=O)C1[N@](C1)C(C1=CC=CC=C1)(C1=CC=CC=C1)C1=CC=CC=C1)=O)C benzyl (S)-3-methyl-2-((R)-2-oxo-3-((S)-1-tritylaziridine-2-carboxamido)pyrrolidin-1-yl)butanoate